1-(1-methyl-4-nitro-1H-imidazol-5-yl)-3-(3-(trifluoromethyl)phenyl)-1H-1,2,4-triazole CN1C=NC(=C1N1N=C(N=C1)C1=CC(=CC=C1)C(F)(F)F)[N+](=O)[O-]